methyl (S)-5-((tert-butoxycarbonyl)amino)-2-cinnamamidopentanoate C(C)(C)(C)OC(=O)NCCC[C@@H](C(=O)OC)NC(C=CC1=CC=CC=C1)=O